FC(C1=NN=C(O1)C=1C=CC(=NC1)CN(C(=O)N1CCSCC1)C1=CC(=C(C=C1)F)F)F N-((5-(5-(difluoromethyl)-1,3,4-oxadiazol-2-yl)pyridin-2-yl)methyl)-N-(3,4-difluorophenyl)thiomorpholin-4-carboxamide